tert-Butyl 4-(5-(2,4-dioxotetrahydropyrimidin-1(2H)-yl)-1H-pyrrolo[2,3-b]pyridin-1-yl)piperidine-1-carboxylate O=C1N(CCC(N1)=O)C=1C=C2C(=NC1)N(C=C2)C2CCN(CC2)C(=O)OC(C)(C)C